C(#N)C1=C2C=CC=C(C2=CC=C1)C1=C(C(=O)N)C=CC(=C1)F (5-cyanonaphthalen-1-yl)-4-fluorobenzamide